C(C)(C)(C)[C@@H]1CC=2C=C3C(=NC2CC1)SC(=N3)C(=O)N[C@H](CCN3CC(CC3)CO)C3=CC=C(C=C3)C3=CNC(C=C3)=O |r| rac-(7S)-7-tert-butyl-N-[rac-(1R)-3-[3-(hydroxymethyl)pyrrolidin-1-yl]-1-[4-(6-oxo-1H-pyridin-3-yl)phenyl]propyl]-5,6,7,8-tetrahydrothiazolo[5,4-b]quinoline-2-carboxamide